BrC=1C=C2C(=NC1)N=C(S2)N 6-bromothiazolo[4,5-b]pyridin-2-amine